ClC1=CC=C(C=C1)S(=O)(=O)NC1=CC=C2CCCN(C2=C1)S(=O)(=O)C 4-chloro-N-(1-(methylsulfonyl)-1,2,3,4-tetrahydroquinolin-7-yl)benzenesulfonamide